C1=CC=CC=2C3=CC=CC=C3C(C12)COC(=O)NCCCC(=O)O 4-(9H-fluoren-9-ylmethoxycarbonylamino)-butyric acid